C1(CC1)OC=1C=CC(=NC1)NC(=O)C=1C(=CC(=C(C1)NC(=O)C1=CN=C(S1)C(F)F)C)F N-[5-[(5-Cyclopropyloxypyridin-2-yl)carbamoyl]-4-fluoro-2-methylphenyl]-2-(difluoromethyl)-1,3-thiazole-5-carboxamide